C(C=C)N1CCN(CC1)C1=CC=C(C=C1)NC1=NC=NC(=C1)N1OCC[C@@H]1C1=CC=CC=C1 (R)-N-(4-(4-allylpiperazin-1-yl)phenyl)-6-(3-phenylisoxazolidin-2-yl)pyrimidin-4-amine